3,5-diiodothyronine IC=1C=C(C[C@H](N)C(=O)O)C=C(C1OC1=CC=C(C=C1)O)I